difluoro(morpholine) tetrafluoroborate sulfonium salt [SH3+].F[B-](F)(F)F.FC1N(CCOC1)F